OC1=CC=2CC3N(CCN(C3)C)C2C=N1 8-hydroxy-2-methyl-1,2,3,4,10,10a-hexahydropyrido[4',3':4,5]pyrrolo[1,2-a]pyrazine